C(C)(C)(C)OC(=O)NC(C(=O)O)CCN(CCCCC1=NC=2NCCCC2C=C1)CC(CF)OC 2-(tert-butoxycarbonylamino)-4-[[3-fluoro-2-methoxy-propyl]-[4-(5,6,7,8-tetrahydro-1,8-naphthyridin-2-yl)butyl]amino]butanoic acid